N-({4-amino-1-methyl-1H-pyrazolo[4,3-c]quinolin-7-yl}methyl)-N-(4,4-difluoro-1,1-dioxo-3,4-dihydro-2H-1λ6-benzothiopyran-8-yl)-6-(trifluoromethyl)pyridine-3-carboxamide NC1=NC=2C=C(C=CC2C2=C1C=NN2C)CN(C(=O)C=2C=NC(=CC2)C(F)(F)F)C2=CC=CC=1C(CCS(C12)(=O)=O)(F)F